NCC1=CC2=NC(=C(C=C2N1C1CC1)C)N(CC1=CC=C(C=C1)OC)CC1=CC=C(C=C1)OC 2-(aminomethyl)-1-cyclopropyl-N,N-bis[(4-methoxyphenyl)methyl]-6-methyl-pyrrolo[3,2-b]pyridin-5-amine